C(C)(C)(C)OC(=O)N1CCC(=CC1)C1=CC=C(C=C1)NC(=O)OC1=CC=CC=C1 tert-butyl-4-(4-((phenoxycarbonyl)amino)phenyl)-3,6-dihydropyridine-1(2H)-carboxylate